2,6-Difluoro-3-(6-fluoro-3-methyl-5-(7-oxa-4-azaspiro[2.5]octan-4-yl)-1H-pyrazolo[4,3-b]pyridine-1-yl)-5-(trifluoromethyl)phenol FC1=C(C(=C(C=C1N1N=C(C2=NC(=C(C=C21)F)N2C1(CC1)COCC2)C)C(F)(F)F)F)O